propan-2-yl-{[(1,2,3,5,6,7-hexahydro-s-indacen-4-yl) carbamoyl] oxy} acetate C(C)(=O)OOC(N(C1=C2CCCC2=CC=2CCCC12)C(C)C)=O